(4-(3-isopropyl-2-(2-methylpyridin-4-yl)-1H-indol-5-yl)piperidin-1-yl)(2-isopropyltetrahydro-2H-pyran-4-yl)methanone C(C)(C)C1=C(NC2=CC=C(C=C12)C1CCN(CC1)C(=O)C1CC(OCC1)C(C)C)C1=CC(=NC=C1)C